3-[(2-methylpyridin-4-yl)oxy]-5-(5-methyl-1,3-thiazol-2-yl)benzamide CC1=NC=CC(=C1)OC=1C=C(C(=O)N)C=C(C1)C=1SC(=CN1)C